5-[4-amino-5-(trifluoromethyl)pyrrolo[2,1-f][1,2,4]triazin-7-yl]-N-[(3R,4S)-1-(2,5-difluorobenzoyl)-4-fluoropyrrolidin-3-yl]-2-methylbenzamide NC1=NC=NN2C1=C(C=C2C=2C=CC(=C(C(=O)N[C@@H]1CN(C[C@@H]1F)C(C1=C(C=CC(=C1)F)F)=O)C2)C)C(F)(F)F